2-((3,8-diazabicyclo[3.2.1]octan-3-yl)methyl)-6-methoxy-9,9-dimethyl-9,10-dihydroacridine C12CN(CC(CC1)N2)CC2=CC=1C(C3=CC=C(C=C3NC1C=C2)OC)(C)C